6,7-dihydro-5H-oxathiepine 2,2-dioxide O1S(C=CCCC1)(=O)=O